N[C@H]1CN(C[C@@H](C1)F)C(=O)C1=CC2=C(N(C(=N2)C2=CC=3C(=NC(=CC3)C3=CC=C(OCC(=O)OCC)C=C3)N2CC2CC2)C)C(=C1)OC ethyl 2-[4-(2-(5-[(3R,5R)-3-amino-5-fluoropiperidine-1-carbonyl]-7-methoxy-1-methyl-1H-1,3-benzodiazol-2-yl)-1-(cyclopropylmethyl)-1H-pyrrolo[2,3-b]pyridin-6-yl)phenoxy]acetate